tert-butyldimethyl(undec-10-en-1-yloxy)silane C(C)(C)(C)[Si](OCCCCCCCCCC=C)(C)C